C(=O)C1=C(C(=O)OC)C=CC(=C1)OCCCCOC1=CC(=C(C=C1)C=O)C(=O)OC methyl 2-formyl-4-(4-(4-formyl-3-(methoxycarbonyl)phenoxy)butoxy)benzoate